FC1=C(C(=O)N(C2=NC(=CC=C2)C)CC(CCCCCCCCCCCCCCCCCCCCO)(C)C)C=CC(=C1)OC 2-fluoro-N-(22-hydroxy-2,2-dimethyldocosyl)-4-methoxy-N-(6-methylpyridin-2-yl)benzamide